3-(4-((3-fluoro-4-((((1R,2S,4R)-1,7,7-trimethylbicyclo[2.2.1]heptan-2-yl)amino)methyl)benzyl)thio)-1-oxoisoindolin-2-yl)piperidine-2,6-dione FC=1C=C(CSC2=C3CN(C(C3=CC=C2)=O)C2C(NC(CC2)=O)=O)C=CC1CN[C@@H]1[C@@]2(CC[C@H](C1)C2(C)C)C